CC1=C(C(=C(C1([Hf]C=1CC=2C=CC3=C(C2C1C(C)(C)C)C=CC=C3)C)C)C)C pentamethylcyclopentadienyl(1-tert-butyl-benz[e]indenyl)hafnium